(R)-8-methyl-3-(4-(methylamino)piperidin-1-yl)-N-(1-(3-(trifluoromethyl)phenyl)ethyl)pyrido[2,3-d]pyridazin-5-amine CC=1N=NC(=C2C1N=CC(=C2)N2CCC(CC2)NC)N[C@H](C)C2=CC(=CC=C2)C(F)(F)F